1,3-bis(3-dimethylaminobutyl)urea CN(C(CCNC(=O)NCCC(C)N(C)C)C)C